tert-butyl 4-((6-chloro-3-(2,2,2-trifluoroethoxy)pyridazin-4-ylamino)methyl)piperidine-1-carboxylate ClC1=CC(=C(N=N1)OCC(F)(F)F)NCC1CCN(CC1)C(=O)OC(C)(C)C